N1=CNC2=C1C=CC(=C2)S(=O)(=O)O 3H-benzimidazole-5-sulfonic acid